Magnesium Hydroxid Carbonat C([O-])(O)=O.[OH-].[Mg+2]